ClC1=NC=C(C(=N1)C=1C=C2C(=CC(=NC2=CC1)C(=O)OC)C(C)C)F methyl 6-(2-chloro-5-fluoropyrimidin-4-yl)-4-isopropylquinoline-2-carboxylate